3-[(2R)-1-{5-[(1,2-dimethyl-1H-imidazol-4-yl)sulfonyl]-1H,2H,3H,4H,5H,6H-pyrrolo[3,4-c]pyrrol-2-yl}-1-oxopropan-2-yl]-2,3-dihydro-1,3-benzoxazol-2-one CN1C(=NC(=C1)S(=O)(=O)N1CC2=C(C1)CN(C2)C([C@@H](C)N2C(OC1=C2C=CC=C1)=O)=O)C